(2H)-pyridinecarboxylate N1C(C=CC=C1)C(=O)[O-]